CN([C@@H]1CN(C[C@H]1O)C(=O)C=1C=CC(=NC1)NC1=C2C(=NC(=C1)OC=1C(=CC(=NC1)C#N)C)N(C=N2)C)C 5-{7-[5-((3R,4R)-3-dimethylamino-4-hydroxy-pyrrolidine-1-carbonyl)-pyridin-2-ylamino]-3-methyl-3H-imidazo[4,5-b]pyridin-5-yloxy}-4-methyl-pyridine-2-carbonitrile